Cl.O=C1NC(CC[C@H]1N1CC2=CC=C(C(=C2C1=O)F)CNC(OC1CC(C1)C1=C(C=CC2=C1N=CS2)F)=O)=O (1r,3r)-3-(5-fluorobenzo[d]thiazol-4-yl)cyclobutyl ((2-(2,6-dioxopiperidin-3-yl)-4-fluoro-3-oxoisoindolin-5-yl)methyl)carbamate hydrochloride